CN1CC(=C(C2=CC=C3C(=C12)SC1=C3C=CC=C1)O)C(C(F)(F)F)=O 1-methyl-4-hydroxy-3-(2,2,2-trifluoroethan-1-one-1-yl)-[1]benzothieno[3,2-h]quinoline